ClC1=C(C(=CC=2NC(=NC21)CC2=CC=C(C=C2)S(=O)(=O)CC)Cl)C2=C(C=CC=C2)OCC(F)(F)F 4,6-dichloro-2-(4-(ethylsulfonyl)benzyl)-5-(2-(2,2,2-trifluoroethoxy)phenyl)-1H-benzo[d]imidazole